(S)-1-(5-(pyridin-4-yl)-1H-pyrrole-2-carbonyl)-N-(3,4,5-trifluorophenyl)pyrrolidine-3-carboxamide N1=CC=C(C=C1)C1=CC=C(N1)C(=O)N1C[C@H](CC1)C(=O)NC1=CC(=C(C(=C1)F)F)F